Cl.C(C)(C)C1(CC2SCCC(C(N2C1C(=O)N[C@@H]1CCCC2=CC=CC=C12)=O)NC([C@H](C)NC)=O)C(C)C 8,8-diisopropyl-4-((S)-2-(methylamino)propanamido)-5-oxo-N-((R)-1,2,3,4-tetrahydronaphthalen-1-yl)octahydropyrrolo[2,1-b][1,3]thiazepine-7-carboxamide hydrochloride